C1(CC1)CN(C(OC(C)(C)C)=O)[C@H]1CN(CCC1)C=1C=NC(=CC1)C1(COC1)C(NC=1C=NC=C(C1)N1CCCC1)=O tert-butyl (R)-(cyclopropylmethyl)(1-(6-(3-((5-(pyrrolidin-1-yl)pyridin-3-yl)carbamoyl)oxetan-3-yl)pyridin-3-yl)piperidin-3-yl)carbamate